C(C)(C)(C)OC(=O)N1C(C(C2=NNC(C=3C=C(C=C1C23)F)=O)N2C(N(CC2=O)C2CCCC2)=O)C2=CC=C(C=C2)F 5-fluoro-8-(4-fluorophenyl)-9-(1-cyclopentyl-2,4-imidazolindione-3-yl)-8,9-dihydro-2H-pyrido[4,3,2-de]phthalazine-3(7H)-one-7-carboxylic acid tert-butyl ester